C(C)(=O)[O-].C(CCCCCCCCCCCCC)[N+](C)(C)C myristyl-trimethyl-ammonium acetate